Methyl 2-amino-5-chloro-3,6-difluoro-4-(6-fluoro-1-methyl-1H-indazol-7-yl)benzoate NC1=C(C(=O)OC)C(=C(C(=C1F)C=1C(=CC=C2C=NN(C12)C)F)Cl)F